(2S,4R)-4-hydroxy-2-(hydroxymethyl)pyrrolidin O[C@@H]1C[C@H](NC1)CO